N1(CCCCC1)C(=O)OC1=CC=C(C=C1)F (4-fluorophenyl) piperidine-1-carboxylate